3-(1H-Benzo[d]imidazol-5-yl)-4-(4-(4-oxocyclohexyl)phenyl)oxazolidin-2-on N1C=NC2=C1C=CC(=C2)N2C(OCC2C2=CC=C(C=C2)C2CCC(CC2)=O)=O